N1(C=NC=C1)C1C(=C(C(CC1)(C)C)/C=C/C(=C/C=C/C(=C\CN(C1=CC=CC=C1)C)/C)/C)C N-((2Z,4E,6E,8E)-9-(3-(1H-imidazol-1-yl)-2,6,6-trimethylcyclohex-1-en-1-yl)-3,7-dimethylnona-2,4,6,8-tetraen-1-yl)-N-methylaniline